3-(4-(4-(5-((4-(4-chloro-7,7-dimethyl-5-oxo-5,7-dihydroindolo[1,2-a]quinazolin-10-yl)piperidin-1-yl)methyl)pyrazin-2-yl)piperazin-1-yl)-2,6-difluorophenyl)piperidine-2,6-dione ClC=1C=2C(N=C3N(C2C=CC1)C1=CC(=CC=C1C3(C)C)C3CCN(CC3)CC=3N=CC(=NC3)N3CCN(CC3)C3=CC(=C(C(=C3)F)C3C(NC(CC3)=O)=O)F)=O